FC1=C(C=CC(=C1)S(=O)(=O)C(C)(C)C1=C(C(=CC=C1)[N+](=O)[O-])F)SC1=NC(=C(C(=N1)N(C)C)OC)NC1=NNC(=C1)C 2-((2-fluoro-4-((2-(2-fluoro-3-nitrophenyl)propan-2-yl)sulfonyl)phenyl)thio)-5-methoxy-N4,N4-dimethyl-N6-(5-methyl-1H-pyrazol-3-yl)pyrimidine-4,6-diamine